[Na].C1=C(C=CC2=CC(=CC=C12)S(=O)(=O)O)S(=O)(=O)O 2,6-naphthalenedisulfonic acid sodium